BrC1C(=CC[C@@H]2[C@@H]1OC(OC2(C)C)(C)C)C (4aR,8aS)-8-bromo-2,2,4,4,7-pentamethyl-4a,5,8,8a-tetrahydro-4H-benzo[d][1,3]dioxine